The molecule is a triazolobenzothiazole that is [1,2,4]triazolo[3,4-b][1,3]benzothiazole which is substituted at position 5 by a methyl group. A fungicide used for the control of rice blast, it is not approved for use within the European Union. It has a role as a melanin synthesis inhibitor and an antifungal agrochemical. It is a conjugate base of a 5-methyl[1,2,4]triazolo[3,4-b][1,3]benzothiazol-1-ium. CC1=C2C(=CC=C1)SC3=NN=CN23